[N+](=O)([O-])C1=C(C=CC=C1)O.[Na] sodium ortho-nitrophenol